CN1N=C2C(N=CC(=C2)OC2=C(C=C(C=C2)[N+](=O)[O-])C)=C1 2-methyl-6-(2-methyl-4-nitrophenoxy)-2H-pyrazolo[4,3-b]pyridine